Ethyl thiazole-4-carboxylate S1C=NC(=C1)C(=O)OCC